CN1N=C(N=C1)N1[C@H]([C@H](CC1)NS(=O)(=O)C)CO[C@@H]1CC[C@@H](CC1)C1=CC=CC=C1 N-((2R,3S)-1-(1-Methyl-1H-1,2,4-triazol-3-yl)-2-((((CIS)-4-phenylcyclohexyl)oxy)methyl)-pyrrolidin-3-yl)methanesulfonamide